C1=CC2=C3C(=C1)C=CC4=C3C(=CC(=O)C4=O)C=C2 pyrenedione